3,4,3',4'-Tetrachloroazoxybenzol ClC=1C=C(C=CC1Cl)[N+]([O-])=NC1=CC(=C(C=C1)Cl)Cl